N(=O)Cl nitrosyl chloride